FC(C(=O)O)(F)F.ClC1=CC=C(C[C@H]2CO[C@H](CN2C2CCC(CC2)C2=NN(C(=C2)C)C)C=2N=NN(C2)CC(F)(F)F)C=C1 (2R,5S)-5-(4-chlorobenzyl)-4-(4-(1,5-dimethyl-1H-pyrazol-3-yl)cyclohexyl)-2-(1-(2,2,2-trifluoroethyl)-1H-1,2,3-triazol-4-yl)morpholine 2,2,2-trifluoroacetate